C(C(C)C)(=O)N1CCN(CC1)C1=C2C=NN(C2=CC(=C1)S(=O)(=O)NC1(COC1)C)C=1SC(=NN1)CS(=O)(=O)C 4-(4-isobutyrylpiperazin-1-yl)-N-(3-methyloxetan-3-yl)-1-(5-((methylsulfonyl)methyl)-1,3,4-thiadiazol-2-yl)-1H-indazole-6-sulphonamide